(E)-3-(4-(fluoromethoxy)phenyl)prop-2-en-1-ol FCOC1=CC=C(C=C1)/C=C/CO